FC([C@H]1N(C(OC1)=O)C=1N=C2N(CCOC3=C2C=NC(=C3)N[C@H](C(=O)N)C)C1)F (S)-2-((2-((S)-4-(Difluoromethyl)-2-oxooxazolidin-3-yl)-5,6-dihydroimidazo[1,2-d]pyrido[3,4-f][1,4]oxazepin-9-yl)amino)propanamide